(9H-fluoren-9-yl)methyl (3S,5R)-5-(hydroxymethyl)-7'-methyl-3',4'-dihydro-1'H-spiro[pyrrolidine-3,2'-[1,8]naphthyridine]-1-carboxylate OC[C@H]1C[C@]2(NC3=NC(=CC=C3CC2)C)CN1C(=O)OCC1C2=CC=CC=C2C=2C=CC=CC12